C1(CC1)NC=1N=CC2=C(N1)C(NC(=C2)C=2C=C(C=CC2C)NC(C2=CC(=CC=C2)C(F)(F)F)=O)=O N-(3-(2-(cyclopropylamino)-8-oxo-7,8-dihydropyrido[3,4-d]pyrimidin-6-yl)-4-methylphenyl)-3-(trifluoromethyl)benzamide